2-bromo-1-(2-chloropyrimidin-4-yl)ethanone BrCC(=O)C1=NC(=NC=C1)Cl